CC1(C2CCC1(C(=O)C2)CS(=O)(=O)O)C (-)-10-Camphorsulfonic acid